(4-amino-2-fluorophenyl)boronic acid NC1=CC(=C(C=C1)B(O)O)F